Nonafluorobutylbenzene FC(C(C(F)(F)C1=CC=CC=C1)(F)F)(C(F)(F)F)F